tert-butyl-(3R)-3-[[(R)-tert-butylsulfinyl]amino]spiro[3H-furo[2,3-b]pyridine-2,4'-piperidine] C(C)(C)(C)N1CCC2(CC1)[C@@H](C=1C(=NC=CC1)O2)N[S@](=O)C(C)(C)C